C(C)(C)(C)OC(=O)N1C2CN(CC1C2)C2=NC=C(N=C2)[Sn](CCCC)(CCCC)CCCC 3-(5-(tributylstannyl)pyrazin-2-yl)-3,6-diazabicyclo[3.1.1]heptane-6-carboxylic acid tert-butyl ester